CC1N(CCC1)CC(=O)NC1=CC=C(C=C1)OC1CC(C1)N1CCCCC1 2-(2-methylpyrrolidin-1-yl)-N-(4-(3-(piperidin-1-yl)cyclobutoxy)phenyl)acetamide